1-(4-{2-[1-(2-Methoxy-ethyl)-3-methyl-1H-pyrazol-4-ylamino]-thiazol-4-yl}-phenyl)-imidazolidin-2-one COCCN1N=C(C(=C1)NC=1SC=C(N1)C1=CC=C(C=C1)N1C(NCC1)=O)C